N1C(=NC2=C1C=CC=C2)NC2=C(N=NC(=C2)NC(=O)C2CC2)C(=O)NC 4-((1H-benzo[d]imidazol-2-yl)amino)-6-(cyclopropanecarboxamido)-N-methylpyridazine-3-carboxamide